(2-((2,5-dichloropyrimidin-4-yl)oxy)-5-hydroxyphenyl)dimethylphosphine oxide ClC1=NC=C(C(=N1)OC1=C(C=C(C=C1)O)P(C)(C)=O)Cl